ClC=1C=CC2=C([C@@H](C[C@@H](O2)C(=O)NC23CC(C2)(C3)N3N=CC(=C3)OC[C@H](C)OC(F)(F)F)O)C1 (2R,4R)-6-chloro-4-hydroxy-N-(3-{4-[(2S)-2-(trifluoromethoxy)propoxy]-1H-pyrazol-1-yl}bicyclo[1.1.1]pentan-1-yl)-3,4-dihydro-2H-1-benzopyran-2-carboxamide